aluminum bis(hydroxymethyl propionate) phosphonate P([O-])([O-])=O.OCC(C(=O)[O-])C.OCC(C(=O)O)C.[Al+3]